N1C=C(C2=CC=CC=C12)C=1N=C(C=2N(C1)C=CC2)C2=CC(=C(C(=C2)OC)OC)OC (1H-indol-3-yl)-1-(3,4,5-trimethoxyphenyl)pyrrolo[1,2-a]pyrazine